((3R,6S)-6-(((4-fluorophenyl)sulfonamido)methyl)tetrahydro-2H-pyran-3-yl)carbamic acid tert-butyl ester C(C)(C)(C)OC(N[C@H]1CO[C@@H](CC1)CNS(=O)(=O)C1=CC=C(C=C1)F)=O